C1C[C@H]([NH2+]C1)C(=O)[O-] The molecule is the zwitterion formed from L-proline by proton transfer from the carboxy group to the ring nitrogen. It is the predominant species at physiological pH. It is a tautomer of a L-proline.